CN(C1C(N(CC1)C(=O)OC(C)(C)C)C1=CC=CC=C1)C Tert-butyl 3-(dimethylamino)-2-phenyl-pyrrolidine-1-carboxylate